ClC1=NC=C(C(=C1F)C1=C(C=NC(=C1)C)C(=O)NC=1SC(=NN1)O[C@@H]1[C@H](OCC1)C)OC 2'-chloro-3'-fluoro-5'-methoxy-6-methyl-N-(5-(((2R,3S)-2-methyltetrahydrofuran-3-yl)oxy)-1,3,4-thiadiazol-2-yl)-[4,4'-bipyridine]-3-carboxamide